BrC=1C=C2C(N(C(=NC2=CC1)C)CCC)=O 6-bromo-2-methyl-3-propylquinazolin-4(3H)-one